tert-Butyl (4-(benzyloxy)-2-methylphenyl)(3-methyl-2-oxo-1-(tetrahydro-2H-pyran-4-yl)-2,3-dihydro-1H-imidazo[4,5-c]pyridin-6-yl)carbamate C(C1=CC=CC=C1)OC1=CC(=C(C=C1)N(C(OC(C)(C)C)=O)C1=CC2=C(C=N1)N(C(N2C2CCOCC2)=O)C)C